(1R,2S,3R,5R)-5-(((2-amino-3-bromoquinolin-7-yl)oxy)methyl)-3-(4-chloro-7H-pyrrolo[2,3-d]pyrimidin-7-yl)-1-methylcyclopentane-1,2-diol NC1=NC2=CC(=CC=C2C=C1Br)OC[C@H]1C[C@H]([C@@H]([C@@]1(O)C)O)N1C=CC2=C1N=CN=C2Cl